C1(CC1)NC(=O)C=1C=C(C=CC1)B(O)O 3-(CYCLOPROPYLAMINOCARBONYL)PHENYLBORONIC ACID